BrC(CO)C(C1=CC=C(C=C1)Cl)Cl trans-2-Bromo-3-chloro-3-(4-chlorophenyl)propan-1-ol